C(C1=CC=CC=C1)(=O)C=1C=C(C=CC1)C(C(=O)NC1CCC(CC1)=O)C 2-(3-benzoylphenyl)-N-(4-oxocyclohexyl)propanamide